1-((5,6-bis(benzyloxy)pyrimidin-4-yl)methyl)-3-isopropyl-4-(4-((4-(1-oxothiomorpholine-4-Carbonyl)phenyl)ethynyl)phenyl)imidazolidin-2-one C(C1=CC=CC=C1)OC=1C(=NC=NC1OCC1=CC=CC=C1)CN1C(N(C(C1)C1=CC=C(C=C1)C#CC1=CC=C(C=C1)C(=O)N1CCS(CC1)=O)C(C)C)=O